(RS)-2-(4-fluorophenyl)-1-(1H-1,2,4-triazol-1-yl)-3-(trimethylsilyl)propan-2-ol tert-butyl-3-(3-bromo-1H-pyrazolo[3,4-b]pyridin-1-yl)-3-methylazetidine-1-carboxylate C(C)(C)(C)C1N(CC1(C)N1N=C(C=2C1=NC=CC2)Br)C(=O)O[C@](CN2N=CN=C2)(C[Si](C)(C)C)C2=CC=C(C=C2)F |r|